N1(CCCC1)C(CC)=O 1-pyrrolidin-1-yl-propan-1-one